N1(CCC1)C(=O)C=1C=CC(=C(C1)C1=NC=2C=CNC(C2C(=C1)NC1=NC=C(C=C1)N1CCC(CC1)O)=O)F 2-[5-(azetidine-1-carbonyl)-2-fluoro-phenyl]-4-[[5-(4-hydroxy-1-piperidyl)-2-pyridyl]amino]-6H-1,6-naphthyridin-5-one